5-benzyl-2-(4-chlorobenzyl)-3a-ethyl-2,3a,4,5,6,7-hexahydro-3H-pyrazolo[4,3-c]pyridin-3-one C(C1=CC=CC=C1)N1CC2(C(CC1)=NN(C2=O)CC2=CC=C(C=C2)Cl)CC